ClCC(=O)C1=NN2C(C=CC=C2)=C1 2-chloro-1-(pyrazolo[1,5-a]pyridin-2-yl)ethanone